propylene glycol monon-propyl ether C(CC)OCC(C)O